FCCCCC1N(S(C2=C(N(C1)C1=CC=CC=C1)C=C(C(=C2)O)SC)(=O)=O)C 3-(4-fluorobutyl)-8-hydroxy-2-methyl-7-(methylthio)-5-phenyl-2,3,4,5-tetrahydrobenzo[f][1,2,5]thiadiazepine 1,1-dioxide